FC1(CN(CC1)C1=CC=C(C=C1)CC(=O)N[C@H]1CN(CC1)C=1C=NC=C(C1)C(F)(F)F)F (R)-2-(4-(3,3-difluoropyrrolidin-1-yl)phenyl)-N-(1-(5-(trifluoromethyl)pyridin-3-yl)pyrrolidin-3-yl)acetamide